tert-butyl 4-(2-(3-(2,4-dioxotetrahydropyrimidin-1(2H)-yl)imidazo[1,2-a]pyridin-8-yl)ethyl)piperidine-1-carboxylate O=C1N(CCC(N1)=O)C1=CN=C2N1C=CC=C2CCC2CCN(CC2)C(=O)OC(C)(C)C